(Z)-3-fluoro-4-(o-tolylsulfonyl)but-2-en-1-amine F\C(=C/CN)\CS(=O)(=O)C1=C(C=CC=C1)C